CC1=C(C=CC(=C1)C(F)(F)F)C=1N(C(=CC1C(=O)OC)C1=C2C(=NC=C1)N(C=C2)S(=O)(=O)C2=CC=CC=C2)COCC[Si](C)(C)C methyl 2-[2-methyl-4-(trifluoromethyl) phenyl]-5-[1-(benzenesulfonyl)-1H-pyrrolo[2,3-b]pyridin-4-yl]-1-{[2-(trimethylsilyl) ethoxy] methyl}-1H-pyrrole-3-carboxylate